azelaic acid, strontium salt [Sr+2].C(CCCCCCCC(=O)[O-])(=O)[O-]